C1(=CC=CC=C1)C(C=CC1=CC=C(C=C1)C(F)(F)F)=O 1-phenyl-3-(4-(trifluoromethyl)phenyl)prop-2-en-1-one